1-(3-fluoro-4-(trifluoromethoxy)phenyl)-3-(1-(morpholin-4-carbonyl)piperidin-4-yl)urea FC=1C=C(C=CC1OC(F)(F)F)NC(=O)NC1CCN(CC1)C(=O)N1CCOCC1